COC=1C=C(C=C(C1)OC)CN(C(=O)NCC1=CC=C(C=C1)OCC(C)C)C1CCN(CC1)C 1-[(3,5-dimethoxyphenyl)methyl]-1-(1-methylpiperidin-4-yl)-3-{[4-(2-methylpropyloxy)phenyl]methyl}urea